2,5-Dibromo-1-methyl-4-nitro-1H-imidazole BrC=1N(C(=C(N1)[N+](=O)[O-])Br)C